6-(1'-(Cyclopropylmethyl)-[1,4'-bipiperidin]-4-yl)-7-fluoro-1-methyl-2-(4-(methylsulfonyl)phenyl)-1H-benzo[d]imidazol C1(CC1)CN1CCC(CC1)N1CCC(CC1)C=1C=CC2=C(N(C(=N2)C2=CC=C(C=C2)S(=O)(=O)C)C)C1F